C(C)(=O)OC=1C(=CC=2N(C=3C=C(C=CC3C2N1)C(=O)OC)C(C1CCOCC1)C1=CC=CC=C1)Br methyl 2-acetoxy-3-bromo-5-(phenyl (tetrahydro-2H-pyran-4-yl) methyl)-5H-pyrido[3,2-b]indole-7-carboxylate